(R)-N-(1-CYCLOPROPYLPYRIDIN-3-YL)-2-(8-(ETHYL)-5-OXOTHIENO[3',2':4,5]PYRROLO[1,2-D][1,2,4]TRIAZIN-6(5H)-YL)ACETAMIDE C1(CC1)N1CC(=CC=C1)NC(CN1N=C(N2C(C1=O)=CC1=C2SC=C1)CC)=O